O=C1N(CCC(N1)=O)C1=CN=CC2=C(C=CC=C12)C=1CCN(CC1)C(=O)OC(C)(C)C Tert-butyl 4-[4-(2,4-dioxohexahydropyrimidin-1-yl)-8-isoquinolyl]-3,6-dihydro-2H-pyridine-1-carboxylate